(Z)-4-((5-fluoro-3-((2-(isoxazol-5-yl)acetamido)methyl)-2-methyl-1H-inden-1-ylidene)methyl)-2,6-dimethoxyphenyl [1,4'-bipiperidine]-1'-carboxylate N1(CCCCC1)C1CCN(CC1)C(=O)OC1=C(C=C(C=C1OC)\C=C/1\C(=C(C2=CC(=CC=C12)F)CNC(CC1=CC=NO1)=O)C)OC